(2-chlorophenyl)methanamine ClC1=C(C=CC=C1)CN